2-chloro-1-(3-hydroxyazetidin-1-yl)ethane tert-Butyl-(3S,4S)- and (3R,4R)-3-(((5-amino-1-cyclobutyl-3-methyl-1H-pyrazol-4-yl)oxy)methyl)-4-methylpyrrolidine-1-carboxylate C(C)(C)(C)OC(=O)N1C[C@H]([C@@H](C1)C)COC=1C(=NN(C1N)C1CCC1)C.ClCCN1CC(C1)O |r|